S(=O)(=O)(ON1[C@@H]2CC[C@H](N(C1=O)C2)C(C=2SC=CN2)(F)F)[O-].[Na+] Sodium (2S,5R)-2-[difluoro(1,3-thiazol-2-yl)methyl]-7-oxo-1,6-diazabicyclo[3.2.1]octan-6-yl sulphate